(Maleimido)pentanoic acid hydrazide C1(C=CC(N1C(C(=O)NN)CCC)=O)=O